C(CCCCCCCCCCCCC(C(=O)O)C(CCCCCC)CCCCCC)C(C(=O)O)C(CCCCCC)CCCCCC tridecane-1,13-diylbis(3-hexylnonanoic acid)